tert-butyl 2-(4-(6-chloro-4-oxo-3,4-dihydro-7H-pyrrolo[2,3-d]pyrimidin-7-yl)phenyl)morpholine-4-carboxylate ClC1=CC2=C(N=CNC2=O)N1C1=CC=C(C=C1)C1CN(CCO1)C(=O)OC(C)(C)C